2-butylsulfonic acid CC(CC)S(=O)(=O)O